ortho-phenylenedibenzoamide C1(=C(C=CC=C1)C1=C(C(=O)N)C=CC=C1)C1=C(C(=O)N)C=CC=C1